The molecule is a pentacyclic triterpenoid, a dicarboxylic acid, an aromatic ether and a member of phenols. It has a role as a plant metabolite. It derives from a vanillic acid. CC(=C)[C@@H]1CC[C@]2([C@H]1[C@H]3CC[C@H]4[C@]([C@@]3(CC2)C)(CC[C@@H]5[C@@]4([C@H]([C@@H](C5(C)C)OC(=O)C6=CC(=C(C=C6)O)OC)C(=O)O)C)C)C(=O)O